FC1=CC2=CC=CC(=C2C=C1)F 2,5-difluoronaphthalene